[I-].C(C)(C)(C)OC([C@H](COC1=CC(=C(C=C1)C=1C=[N+](N(C1)CCCNC(=O)OC(C)(C)C)C)Cl)ON1C(C2=CC=CC=C2C1=O)=O)=O (S)-4-(4-(3-(tert-butoxy)-2-((1,3-dioxoisoindolin-2-yl)oxy)-3-oxopropoxy)-2-chlorophenyl)-1-(3-((tert-butoxycarbonyl)amino)propyl)-2-methyl-1H-pyrazol-2-ium iodide